1-[8-(2-chlorophenyl)-9-(4-chlorophenyl)-2-(2-methoxyethoxy)purin-6-yl]-4-methyl-piperidine-4-carboxamide ClC1=C(C=CC=C1)C=1N(C2=NC(=NC(=C2N1)N1CCC(CC1)(C(=O)N)C)OCCOC)C1=CC=C(C=C1)Cl